5-methyl-aminomethyl-2-thiouridine CC1=CN(C(=S)NC1=O)[C@]2([C@@H]([C@@H]([C@H](O2)CO)O)O)CN